7-bromo-4-oxo-4,5-dihydro-1H-pyrazolo[4,3-c]quinoline-1-carboxylic acid tert-butyl ester C(C)(C)(C)OC(=O)N1N=CC=2C(NC=3C=C(C=CC3C21)Br)=O